perfluoro (3-oxapentanoyl) peroxide C(COCC)(=O)OOF